FC1=CC2=C(N(C=N2)C2CC(C2)C=O)C=C1 (3-(5-fluoro-1H-benzo[d]imidazol-1-yl)cyclobutyl)methanone